C(C)N1N=C(C(=C1)C1=C(N)C=CC=C1F)C(F)(F)F 2-(1-Ethyl-3-(trifluoromethyl)-1H-pyrazol-4-yl)-3-fluoroaniline